FC(C1(CN(CC(C1)=C)C(=O)OCC1=CC=CC=C1)C(=O)OC)F 1-benzyl 3-methyl 3-(difluoromethyl)-5-methylenepiperidine-1,3-dicarboxylate